5a-(4-bromophenyl)-8,8a-dihydroxy-N,N-dimethyl-6-phenyl-5a,7,8,8a-tetrahydro-6H-cyclopenta[4,5]furo[3,2-b]pyridine-7-carboxamide BrC1=CC=C(C=C1)C12C(C3=NC=CC=C3O1)(C(C(C2C2=CC=CC=C2)C(=O)N(C)C)O)O